(2R)-2-[(2-amino-5-{[(1S)-1-phenylethyl] thio} [1,3]thiazolo[4,5-d]pyrimidin-7-yl) amino]-4-methylpentyl 1-methylethyl hydrogen phosphate P(=O)(OC[C@@H](CC(C)C)NC=1C2=C(N=C(N1)S[C@@H](C)C1=CC=CC=C1)N=C(S2)N)(OC(C)C)O